CC(CC1CCC(CC1)NS(=O)(=O)C(F)(F)F)(C)NC[C@H](O)C1=CC(=CC=C1)F (R)-2-{1,1-dimethyl-2-[(1r,4R)-4-(trifluoromesylamino)cyclohexyl]ethylamino}-1-(m-fluorophenyl)-1-ethanol